2-oxiranylethyl methacrylate C(C(=C)C)(=O)OCCC1OC1